C1(CC1)C1=CC(=NN1)NC(CC=1C=NN(C1)C1=CC(=CC(=C1)F)F)=O N-(5-cyclopropyl-1H-pyrazol-3-yl)-2-(1-(3,5-difluorophenyl)-1H-pyrazol-4-yl)acetamide